C1(=CC=CC=C1)C#CC1=NC=CC=C1O 2-(phenylethynyl)-3-hydroxypyridine